propyl-tetrahydropyran C(CC)C1OCCCC1